8-[(2R,5S)-5-ethyl-2-(methoxymethyl)morpholin-4-yl]-3-[(3R)-3-fluoro-3-(methoxymethyl)pyrrolidine-1-carbonyl]-N-(1-methylcyclopropyl)imidazo[1,5-a]pyridine-6-sulfonamide C(C)[C@H]1CO[C@H](CN1C=1C=2N(C=C(C1)S(=O)(=O)NC1(CC1)C)C(=NC2)C(=O)N2C[C@](CC2)(COC)F)COC